OC1=C(C(=O)OC)C(=C(C=N1)[N+](=O)[O-])C methyl 2-hydroxy-4-methyl-5-nitronicotinate